2,4,5-trifluorobenzyl-acetonitrile FC1=C(CCC#N)C=C(C(=C1)F)F